ClC=1C(=NC(=NC1)N[C@H]1CN(CC1)C(=O)C1=CC(=C(C=C1)NC(\C=C\CN(C)C)=O)C)OC (R,E)-N-(4-(3-((5-chloro-4-methoxypyrimidin-2-yl)amino)pyrrolidine-1-carbonyl)-2-methylphenyl)-4-(dimethylamino)but-2-enamide